1-(2-((2S,4R)-2-(6-(benzyloxy)pyridin-2-ylcarbamoyl)-4-fluoropyrrolidin-1-yl)-2-oxoethyl)-5-(pyridazin-4-yl)-1H-indazole C(C1=CC=CC=C1)OC1=CC=CC(=N1)NC(=O)[C@H]1N(C[C@@H](C1)F)C(CN1N=CC2=CC(=CC=C12)C1=CN=NC=C1)=O